C(CC)C(C(=O)O)C#CC 2-PROPYL-3-PENTYNOIC ACID